C1(CC1)(C1CC1)COC=1C=C2C=CN=C(C2=CC1)NC=1C=NC(=CC1)Cl 6-([1,1'-bi(cyclopropan)]-1-ylmethoxy)-N-(6-chloropyridin-3-yl)isoquinolin-1-amine